N1CCCC2CCCCC12 1-trans-decahydroquinoline